O=C1NC2=CC=C(C=3C2=C1C=CC3)CC=3C=NN(C3)C3CCN(CC3)C(=O)OC(C)(C)C tert-butyl 4-[4-[(2-oxo-1H-benzo[cd]indol-6-yl)methyl]pyrazol-1-yl]piperidine-1-carboxylate